ClC1=C(N=C(NC1=O)C1=C(N=CS1)C)N1CC(CCC1)CO 5-chloro-4-[3-(hydroxymethyl)-1-piperidinyl]-2-(4-methylthiazol-5-yl)-1H-pyrimidin-6-one